4-ethyl-pyridine-3,5-dicarbonitrile C(C)C1=C(C=NC=C1C#N)C#N